CC1(OB(OC1(C)C)C1=CC=C(C2=CC=CC=C12)C1=CC=2C3=CC=CC=C3C3=CC=CC=C3C2C=C1)C 4,4,5,5-tetramethyl-2-[4-(triphenylen-2-yl)naphthyl]-1,3,2-dioxaborolane